N-[(1R,2R)-2-(Pyrrolidin-1-yl)-2,3-dihydro-1H-inden-1-yl]-6-{1H-pyrrolo[2,3-b]pyridin-4-yl}pyridine-3-carboxamide N1(CCCC1)[C@H]1[C@@H](C2=CC=CC=C2C1)NC(=O)C=1C=NC(=CC1)C1=C2C(=NC=C1)NC=C2